tris(trimethylsilyl)-sulfur C[Si](C)(C)[S]([Si](C)(C)C)[Si](C)(C)C